C12C(NCC2C1)C(=O)N 3-azabicyclo[3.1.0]Hexane-2-carboxamide